C(C)(C)(C)OC(=O)N[C@H](C(=O)OC)CCON/C(=N/C(=O)OC(C)(C)C)/NC(=O)OC(C)(C)C methyl (2S)-2-{[(tert-butoxy)carbonyl]amino}-4-({[(E)-{[(tert-butoxy)carbonyl]amino}({[(tert-butoxy)carbonyl]imino})methyl]amino}oxy)butanoate